C1(=CC=CC=C1)S(=O)(=O)C1=CC=C(C=C1)CNC(=O)C1=CC(=NN1)C1=CC=NC=C1 N-{[4-(benzenesulfonyl)phenyl]methyl}-3-(pyridin-4-yl)-1H-pyrazole-5-carboxamide